tert-Butyl 5-bromo-8-methoxy-3,4-dihydroisoquinoline-2(1H)-carboxylate BrC1=C2CCN(CC2=C(C=C1)OC)C(=O)OC(C)(C)C